ClC=1N=C(C2=C(N1)N=C(C=C2)Cl)Cl 2,4,7-trichloropyrido[2,3-d]Pyrimidine